5-(4-(Difluoromethoxy)phenyl)-7-(trifluoromethyl)oxazolo[5,4-c][1,8]naphthyridin-4(5H)one FC(OC1=CC=C(C=C1)N1C(C2=C(C=3C=CC(=NC13)C(F)(F)F)N=CO2)=O)F